C(C)(C)(C)OOC1=C(C=CC=C1)C(C(=O)[O-])(C1=CC=CC=C1)C1=CC=CC=C1 t-butylperoxytriphenylacetate